C(C)(C)(C)OC(=O)C1CN(C1)C=1OC2=C(N1)C=C(C=C2)NC(=O)C=2C=CC1=C(CCO1)C2 1-{5-[(2,3-dihydro-benzofuran-5-carbonyl)-amino]-benzooxazol-2-yl}-azetidine-3-carboxylic acid tert-butyl ester